C(CCCCCCC\C=C/CCCC)(=O)OCCCCCCCCCCCCCCCCCCCCCCCCCCC(CC)C 27-methylnonacosyl myristoleate